CN1N=NC2=C1C=CC(=C2C)C(C(C(=O)OC)(C)C)C2=CC(=C(C=C2)C)CN2C[C@H](OC1=C(C2)C=C2C=CC=CC2=C1)CC Methyl 3-(1,4-dimethyl-1H-benzo[d][1,2,3]triazol-5-yl)-3-(3-(((R)-2-ethyl-2,3-dihydronaphtho[2,3-f][1,4]oxazepin-4(5H)-yl) methyl)-4-methylphenyl)-2,2-dimethylpropionate